1,4-dihydropyridine compound with titanocene dichloride [Cl-].[Cl-].[CH-]1C=CC=C1.[CH-]1C=CC=C1.[Ti+2].N1C=CCC=C1